[OH-].CC(C)(C)C1=CC=C(C(=O)O[Al+]OC(C2=CC=C(C=C2)C(C)(C)C)=O)C=C1 bis[4-(1,1-dimethylethyl)benzoyl-oxy]aluminum hydroxide